NC1=NC=CC=2N1C(=NC2C2CN(CCC2)CC#CC)C2=CC(=C(C(=O)NC1=NC=CC(=C1)C#N)C=C2)Cl 4-(5-amino-1-(1-(but-2-ynyl)piperidin-3-yl)imidazo[1,5-c]pyrimidin-3-yl)-2-chloro-N-(4-cyanopyridin-2-yl)benzamide